ClC1=CC=C(C=N1)CNCC1=CC=C(C#N)C=C1 4-({[(6-chloropyridin-3-yl)methyl]amino}methyl)benzonitrile